C1(=CC=CC=C1)C1(C=CC2=C(O1)C=1C=C(C(=CC1C1=C2C(C2=CC=CC=C21)(C)C)N2CCNCC2)OC)C2=CC=C(C=C2)OC 3-phenyl-3-(4-methoxyphenyl)-6-methoxy-7-piperazinyl-13,13-dimethyl-3h,13h-indeno[2',3':3,4]naphtho[1,2-b]pyran